1,3-Benzoxazin O1CN=CC2=C1C=CC=C2